BrC1=C(C(=O)N2CC3=CC=CC(=C3CC2)[C@@H]([C@@H](C(=O)O)C)CC)C(=CC(=C1)C=1C=NN(C1)C)Br (2S,3R)-3-[2-[2,6-dibromo-4-(1-methylpyrazol-4-yl)benzoyl]-3,4-dihydro-1H-isoquinolin-5-yl]-2-methyl-pentanoic acid